(diphenylfluorenyl)(spirobifluorenyl)(tert-butylbiphenyl) C1(=CC=CC=C1)C=1C(=C(C=2CC3=CC=CC=C3C2C1)C1=C(C(=C(C=C1)C1=CC=CC=C1)C(C)(C)C)C=1C2(C3=CC4=CC=CC=C4C3=CC1)C=CC=C1C3=CC=CC=C3C=C12)C1=CC=CC=C1